C1(=CC=C(C=C1)C=CC(C=C)=O)C 5-(p-tolyl)-1,4-pentadien-3-one